C(C)(C)(C)OC(=O)N1C[C@@H](CCC1)N(C1=NC=CC2=C1C=C(S2)C=2C=C(C=CC2)CC(=O)O)C(C2=C(C=C(C=C2)N2N=NC=1C2=NC=CC1)F)=O 2-[3-[4-[[(3R)-1-tert-butoxycarbonyl-3-piperidyl]-[2-fluoro-4-(triazolo[4,5-b]pyridin-3-yl)benzoyl]amino]thieno[3,2-c]pyridin-2-yl]phenyl]acetic acid